3-(1H-imidazol-4-yl)acrylamide N1C=NC(=C1)C=CC(=O)N